5-[(2R)-4-fluoro-6-hydroxy-2-{[(2-methylpropyl)amino]methyl}-2,3-dihydro-1H-indol-5-yl]-1λ6,2,5-thiadiazolidine-1,1,3-trione FC1=C2C[C@@H](NC2=CC(=C1N1CC(NS1(=O)=O)=O)O)CNCC(C)C